2-(7-(2-hydroxyprop-2-yl)-4-isopropyl-1-oxopyrrolo[1,2-d][1,2,4]triazin-2(1H)-yl)-N-(pyrimidin-4-yl)acetamide OC(C)(C)C=1C=C2N(C(=NN(C2=O)CC(=O)NC2=NC=NC=C2)C(C)C)C1